CN1C(N(C=2N=C(N(C2C1=O)C)S(=O)(=O)CC1=NC=CC=C1)C)=O 1,3,7-trimethyl-8-(pyridin-2-ylmethylsulfonyl)-1H-purine-2,6(3H,7H)-dione